[Pb].[Cu].[Sb].[Sn].ClC1=C(CON)C=CC=C1 O-(2-chlorobenzyl)hydroxylamine tin-antimony-copper-lead